3-(2-chloro-4-(trifluoromethoxy)phenyl)-5-methyl-5-(trifluoromethyl)-4,5-dihydrofuran-2-carboxylic acid ethyl ester C(C)OC(=O)C=1OC(CC1C1=C(C=C(C=C1)OC(F)(F)F)Cl)(C(F)(F)F)C